NC1=C(C=C(C=N1)NC(C(=O)N1C(CCC(C1)C)C=1C=NC(=CC1)C(F)(F)F)=O)C N-(6-amino-5-methyl-3-pyridyl)-2-[5-methyl-2-[6-(trifluoromethyl)-3-pyridyl]-1-piperidyl]-2-oxo-acetamide